C(CCO)O 1,3-propanedioL